[C@@H]12N(C[C@@H](NC1)C2)C=2C=CC=1N=CN=C(C1N2)NC2=CC(=C(C=C2)OCC2COCC2)Cl 6-((1S,4S)-2,5-Diazabicyclo[2.2.1]heptan-2-yl)-N-(3-chloro-4-((tetrahydrofuran-3-yl)methoxy)phenyl)pyrido[3,2-d]pyrimidin-4-amine